dioctyldipentylammonium C(CCCCCCC)[N+](CCCCC)(CCCCC)CCCCCCCC